N[C@@H](C(C)(C)C)C(=O)O |r| DL-tertleucine